C(#N)C=1C=C2C(=NC1)N(C=C2)C(=O)NC2=CC1=CN(N=C1C=C2)C2CCC(CC2)C=O 5-Cyano-N-[2-(4-formylcyclohexyl)indazol-5-yl]pyrrolo[2,3-b]pyridine-1-carboxamide